OC(C1=C(C(=C(N=N1)OC(=O)C=1N=CC(=NC1)N1C(CNCC1)C)C)C)C1=CC=CC=C1 [6-(hydroxy-phenyl-methyl)-4,5-dimethyl-pyridazin-3-yl]-2-methyl-3,4,5,6-tetrahydro-2H-[1,2']bipyrazinyl-5'-carboxylate